CC1(C23C1(C2)C3)C3=CC=CC=C3 2-methyl-2-phenyl-tricyclo[1.1.1.01,3]pentane